beta-lysin NC(CC(=O)O)CCCN